ClC=1C=C(C=CC1F)N(C(=O)[C@H]1N(C(OC1)=O)C1=NC(=CC(=C1)C(F)(F)F)C)C(C)C (S)-N-(3-Chloro-4-fluorophenyl)-N-isopropyl-3-(6-methyl-4-(trifluoromethyl)pyridin-2-yl)-2-oxooxazolidine-4-carboxamide